FC(C1=CC(=C(C=C1)CC(=O)Cl)C1=CC(=CC(=C1)Cl)Cl)(F)F 4-trifluoromethyl-2-(3,5-dichlorophenyl)phenylacetyl chloride